6-(5-(methylsulfonyl)pyridin-3-yl)-N-(1-phenylethyl)quinazolin-4-amine CS(=O)(=O)C=1C=C(C=NC1)C=1C=C2C(=NC=NC2=CC1)NC(C)C1=CC=CC=C1